(1S,2S)-2-(4-chloropyridin-2-yl)-N-(6-(((6-cyclopropyl-8-(3-methyl-2,4-dioxoimidazolidin-1-yl)imidazo[1,2-a]pyridin-2-yl)methyl)amino)pyrimidin-4-yl)cyclopropane-1-carboxamide ClC1=CC(=NC=C1)[C@@H]1[C@H](C1)C(=O)NC1=NC=NC(=C1)NCC=1N=C2N(C=C(C=C2N2C(N(C(C2)=O)C)=O)C2CC2)C1